5-iodo-4-(methylsulfanyl)-2-phenylthieno[2,3-d]pyrimidine-6-carboxylic acid IC1=C(SC=2N=C(N=C(C21)SC)C2=CC=CC=C2)C(=O)O